ClC1=C(N)C=C(C(=C1)C(F)(F)F)F 2-chloro-5-fluoro-4-trifluoromethylaniline